1-(oxetan-2-yl)-N-((5-((4-(3-((2-((1S)-1-((tetrahydro-2H-pyran-2-yl)oxy)ethyl)-1H-imidazol-1-yl)methyl)isoxazol-5-yl)phenyl)ethynyl)pyridin-2-yl)methyl)methanamine O1C(CC1)CNCC1=NC=C(C=C1)C#CC1=CC=C(C=C1)C1=CC(=NO1)CN1C(=NC=C1)[C@H](C)OC1OCCCC1